FC1=C(C=CC(=C1)CN1C(=NC=2C=NC=3N=C(C=CC3C21)OC)C)S(=O)(=O)NC(C)=O N-((2-fluoro-4-((7-methoxy-2-methyl-1H-imidazo[4,5-c][1,8]naphthyridin-1-yl)methyl)phenyl)sulfonyl)acetamide